S(=O)(=O)(O)C=1C(=CC(C)=CC1)[2H] tosylic acid-d